(methoxymethyl)-1-[(2-methyl-3,4-dihydro-1H-isoquinolin-7-yl)methyl]pyrazole COCC1=NN(C=C1)CC1=CC=C2CCN(CC2=C1)C